1-(4-{7-cyclopropyl-5-[(1R)-1-methyl-1,2,3,4-tetrahydroisoquinoline-2-carbonyl]-pyrazolo[1,5-a]pyrimidin-2-yl}-3-fluorophenyl)-N,N-dimethylpyrrolidine-3-sulfonamide C1(CC1)C1=CC(=NC=2N1N=C(C2)C2=C(C=C(C=C2)N2CC(CC2)S(=O)(=O)N(C)C)F)C(=O)N2[C@@H](C1=CC=CC=C1CC2)C